(2R)-2-Hydroxyhexan-3-one O[C@H](C)C(CCC)=O